2-(4-carboxypyridin-2-yl)pyridine-4-carboxylic acid C(=O)(O)C1=CC(=NC=C1)C1=NC=CC(=C1)C(=O)O